COC(C1=C(C=CC=C1)[C@@H]1[C@H](CC1)COS(=O)(=O)C)=O ((1S,2S)-2-(((methylsulfonyl)oxy)methyl)cyclobutyl)benzoic acid methyl ester